1-(1-phenylethyl)octahydropyrrolo[1,2-a]pyrimidine C1(=CC=CC=C1)C(C)N1C2N(CCC1)CCC2